4-chloro-3-(2-chloroethoxy)-8-(4-hydroxyphenyl)-5,6-dihydronaphthalene-2-carbonitrile ClC1=C(C(=CC=2C(=CCCC12)C1=CC=C(C=C1)O)C#N)OCCCl